C1(=CC=CC2=CC=CC=C12)N(C1=CC=CC=C1)C1=CC=C(C=C1)C1=CC=C(C=C1)N(C1=CC=CC2=CC=CC=C12)C1=CC=CC=C1 4,4'-bis[N-(1-naphthalenyl)-N-phenyl-amino]biphenyl